N[C@H](C)C=1C=C(C=C2C(N3C(=NC12)N1C(CC3)COCC1)=O)C 12-((R)-1-aminoethyl)-10-methyl-1,2,4,4a,5,6-hexahydro-8H-[1,4]oxazino[4',3':3,4]pyrimido[2,1-b]quinazolin-8-one